7-[4-[2-(1-acetylpyrrolidin-3-yl)oxyethoxy]-2-fluoro-phenoxy]-1-methyl-indazole-5-carboxamide C(C)(=O)N1CC(CC1)OCCOC1=CC(=C(OC=2C=C(C=C3C=NN(C23)C)C(=O)N)C=C1)F